3-(3-Chlorophenyl)-5-[3-(trifluoromethyl)phenyl]-1H-1,2,4-triazole ClC=1C=C(C=CC1)C1=NNC(=N1)C1=CC(=CC=C1)C(F)(F)F